N1N=CC(=C1)OC=1C=C(CNCCCCOCCNC2=C3C=NNC3=CC(=C2)C=2C=C(N=NC2)O)C=C(C1)OC(F)(F)F 5-(4-((2-(4-((3-((1H-pyrazol-4-yl)oxy)-5-(trifluoromethoxy)benzyl)amino)butoxy)ethyl)amino)-1H-indazol-6-yl)pyridazin-3-ol